1,2,3-trihydroxycyclohexane OC1C(C(CCC1)O)O